FC=1C=C2C3=C(NC2=CC1)CN(C(C3)C)CC(C)(C)F 6-fluoro-2-(2-fluoro-2-methylpropyl)-3-methyl-2,3,4,9-tetrahydro-1H-pyrido[3,4-b]indole